Methyl 2-((2-phenyl)-ethynyl)-5-fluorobenzoate C1(=CC=CC=C1)C#CC1=C(C(=O)OC)C=C(C=C1)F